ClC1=C(C=CC=C1)[C@]1([C@H](CCCC1)NCCCN1CCN(CC1)C)NC (1R,2S)-1-(2-chlorophenyl)-N1-methyl-N2-(3-(4-methylpiperazin-1-yl)propyl)cyclohexane-1,2-diamine